ClC1=NC(=NC(=C1S(=O)C)Cl)N1CCOCC1 4-(4,6-dichloro-5-(methylsulfinyl)pyrimidin-2-yl)morpholine